5-([2-[2-(2-aminoethoxy)ethoxy]ethyl]amino)-2-(2,6-dioxopiperidin-3-yl)-2,3-dihydro-1H-isoindole-1,3-dione trifluoroacetate salt FC(C(=O)O)(F)F.NCCOCCOCCNC=1C=C2C(N(C(C2=CC1)=O)C1C(NC(CC1)=O)=O)=O